(1S,5R,6R)-6-(4-methoxyphenyl)-8-methyl-8-azabicyclo[3.2.1]octane COC1=CC=C(C=C1)[C@@H]1[C@H]2CCC[C@@H](C1)N2C